N-(3-(4-(2,6-dioxo-piperidin-3-yl)benzofuran-2-yl)prop-2-yn-1-yl)-5-(8-(7-isopropyl-1,3-dimethyl-2-oxo-2,3-dihydro-1H-benzo[d]imidazol-5-yl)isoquinolin-3-yl)picolinamide O=C1NC(CCC1C1=CC=CC2=C1C=C(O2)C#CCNC(C2=NC=C(C=C2)C=2N=CC1=C(C=CC=C1C2)C2=CC1=C(N(C(N1C)=O)C)C(=C2)C(C)C)=O)=O